FC1=CC=C(C=C1)C=1C(=NC=CC1)[C@@H]1N(CCC1)C1=NC(=CC(=C1)C(F)(F)F)C(F)(F)F (R)-2-(2-(3-(4-fluorophenyl)pyridin-2-yl)pyrrolidin-1-yl)-4,6-bis(trifluoromethyl)pyridine